1-(benzo[d][1,3]dioxol-5-ylmethyl)-1-(1-propylpiperidin-4-yl)-3-(3-(trifluoromethyl)phenyl)urea O1COC2=C1C=CC(=C2)CN(C(=O)NC2=CC(=CC=C2)C(F)(F)F)C2CCN(CC2)CCC